HEXAFLUOROPROPYLENE OXIDE FC(C1(C(F)(F)O1)F)(F)F